CC=1C=C(C(=CC1O)O)CC1=C(C(=CC(=C1)C)CC1=CC(=C(C=C1O)O)C)O 2,6-bis(3-methyl-4,6-dihydroxyphenylmethyl)-4-methylphenol